4-amino-3-methyl-3H-pyrazolo[3,4-c][1,7]naphthyridine-8-carboxylic acid NC1=NC=2C=NC(=CC2C2=C1N(N=C2)C)C(=O)O